4'-(2,6-dimethyl-phenyl)-7,7-dimethyl-6,7-dihydro-4H-spiro[benzo[d]isoxazole-5,2'-morpholine] CC1=C(C(=CC=C1)C)N1CC2(OCC1)CC(C1=C(C=NO1)C2)(C)C